2-cyano-N-{(3R)-1-[(4S)-7-(3,5-dimethylisoxazol-4-yl)-4-pyridin-2-yl-4,5-dihydroimidazo[1,5,4-de][1,4]benzoxazin-2-yl]pyrrolidin-3-yl}acetamide C(#N)CC(=O)N[C@H]1CN(CC1)C1=NC2=CC=C(C3=C2N1[C@H](CO3)C3=NC=CC=C3)C=3C(=NOC3C)C